bis(methylcyclopentadieneNyl)bis(dimethylamino)hafnium CC1=C=C=C(C1)[Hf](N(C)C)(N(C)C)C1=C=C=C(C1)C